methyl (1S,2S)-2-aminocyclopentanecarboxylate hydrochloride Cl.N[C@@H]1[C@H](CCC1)C(=O)OC